C(=C)C1=CC=C(C=C1)CP(O)(=O)O (4-ethenylphenyl)methanephosphonic acid